(3S*,4R*)-4-(3-methoxyphenyl)tetrahydropyran-5-carboxylic acid methyl ester COC(=O)C1[C@@H](CCOC1)C1=CC(=CC=C1)OC |o1:5|